tert-Butyl 2-[1-[6-methyl-2-(1-methylpyrazolo[3,4-b]pyridin-6-yl)-4-oxo-chromen-8-yl]ethylamino]benzoate CC=1C=C2C(C=C(OC2=C(C1)C(C)NC1=C(C(=O)OC(C)(C)C)C=CC=C1)C1=CC=C2C(=N1)N(N=C2)C)=O